ethyl 2-[2-fluoro-4-({3-[2-(2-methoxyphenyl)ethyl]-4-oxo-3,4-dihydroquinazolin-5-yl}carbamoyl)phenoxy]acetate FC1=C(OCC(=O)OCC)C=CC(=C1)C(NC1=C2C(N(C=NC2=CC=C1)CCC1=C(C=CC=C1)OC)=O)=O